C1(=CC=C(C=C1)C(=O)C1=NC(=NC(=N1)C(=O)C1=CC=C(C=C1)C)C1=C(C=C(C=C1)OCCC)O)C 2,4-Di-p-toluoyl-6-(2-hydroxy-4-propoxyphenyl)-1,3,5-triazine